CN(C1(CCC2(CN(C(N2CC(=O)O)=O)CC2=CC=C(C=C2)OC)CC1)C1=CC=CC=C1)C cis-2-[8-dimethylamino-3-[(4-methoxyphenyl)methyl]-2-oxo-8-phenyl-1,3-diazaspiro[4.5]decan-1-yl]-acetic acid